(4-trifluoromethoxybenzyl)-[2-(9-(pyridin-2-yl)-6-oxaspiro[4.5]decan-9-yl)ethyl]amine FC(OC1=CC=C(CNCCC2(CCOC3(CCCC3)C2)C2=NC=CC=C2)C=C1)(F)F